N-[2-(4-methoxyphenyl)ethyl]-3-[(5-phenylpyrimidin-2-yl)amino]benzamide COC1=CC=C(C=C1)CCNC(C1=CC(=CC=C1)NC1=NC=C(C=N1)C1=CC=CC=C1)=O